O=C1C2(C(C3=CC=CC=C13)=O)[C@H]([C@@H]2C2=C(C=CC=C2)C)C(=O)OCC ethyl (2S,3R)-1',3'-dioxo-3-(o-tolyl)-1',3'-dihydrospiro[cyclopropane-1,2'-indene]-2-carboxylate